2-[2-(Boc-amino)ethoxy]benzenethiol C(=O)(OC(C)(C)C)NCCOC1=C(C=CC=C1)S